3-(hydroxymethyl)azetidin-3-ol hemioxalate C(C(=O)O)(=O)O.OCC1(CNC1)O.OCC1(CNC1)O